C1(=CC=CC=C1)P(C(C1=C(C(=C(C=C1)C)C)C)=O)(C(C1=C(C(=C(C=C1)C)C)C)=O)=O phenylbis(2,3,4-trimethylbenzoyl)phosphine oxide